[Br-].C(C)(C)(C)OC(=O)N1CC2=CC=C(C=C2CC1)C[Zn+] ((2-(tert-butoxycarbonyl)-1,2,3,4-tetrahydroisoquinolin-6-yl)methyl)zinc (II) bromide